3-chloro-N-[4-(1-{[2-(difluoromethyl)cyclopropyl]carbamoyl}cyclobutyl)phenyl]benzamide ClC=1C=C(C(=O)NC2=CC=C(C=C2)C2(CCC2)C(NC2C(C2)C(F)F)=O)C=CC1